C(#N)C1CC(C1)CS(=O)(=O)[O-] 3-cyanocyclobutylmethanesulfonate